7-{3-[(dimethylamino)oxy]azetidin-1-yl}-6-fluoro-4-oxo-1-(1,3-thiazol-2-yl)-1,4-dihydro-1,8-naphthyridine-3-carboxylic acid CN(OC1CN(C1)C1=C(C=C2C(C(=CN(C2=N1)C=1SC=CN1)C(=O)O)=O)F)C